3-Methyl-6-(3-(piperidine-1-carbonyl)pyrazolo[1,5-a]Pyridin-7-yl)pyrido[2,3-d]Pyrimidine-4(3H)-one CN1C=NC2=C(C1=O)C=C(C=N2)C2=CC=CC=1N2N=CC1C(=O)N1CCCCC1